(3S)-3-[9H-fluoren-9-ylmethoxycarbonyl-(methyl)amino]-4-methyl-pentanoic acid C1=CC=CC=2C3=CC=CC=C3C(C12)COC(=O)N([C@@H](CC(=O)O)C(C)C)C